ClC1=C(C=C2C(NC(N(C2=C1)C1=CC=CC=C1)=O)=O)F 7-chloro-6-fluoro-1-phenylquinazoline-2,4(1H,3H)-dione